3,4,7,11-Tetramethyl-6,10-tridecadienal CC(CC=O)C(CC=C(CCC=C(CC)C)C)C